NC1(C(=O)NC=2C=CC=C(C2)[Si](OCC)(OCC)OCC)CC(=CC=C1)N 5-(1,3-diaminobenzoylamino)phenyltriethoxysilane